S(=O)(=O)(OC1=CC(=CC(=C1)OS(=O)(=O)O)\C=C\C1=CC=C(C=C1)O)O [3-[(E)-2-(4-hydroxyphenyl)ethenyl]-5-sulfooxyphenyl] hydrogen sulfate